2-((3bR,4aS)-3-(difluoromethyl)-5,5-difluoro-3b,4,4a,5-tetrahydro-1H-cyclopropa[3,4]cyclopenta[1,2-c]pyrazol-1-yl)acetic Acid FC(C=1C2=C(N(N1)CC(=O)O)C([C@@H]1[C@H]2C1)(F)F)F